N-[2-(diethylamino)ethyl]-4-aminobenzamide C(C)N(CCNC(C1=CC=C(C=C1)N)=O)CC